p-toluenesulfonic acid aniline salt NC1=CC=CC=C1.CC1=CC=C(C=C1)S(=O)(=O)O